FC=1C=CC(=C(C1)C1CCN(CC1)[C@@H]1COC2(CN(C2)C=2OC=CN2)C1)C1CCOCC1 (S)-7-(4-(5-fluoro-2-(tetrahydro-2H-pyran-4-yl)phenyl)piperidin-1-yl)-2-(oxazol-2-yl)-5-oxa-2-azaspiro[3.4]octane